N-(2-(cyclopropylmethoxy)-4-(trifluoromethyl)phenyl)-2-(4-((1-(2-(2,6-dioxopiperidin-3-yl)-1,3-dioxoisoindolin-5-yl)azetidin-3-yl)ethynyl)-1H-pyrazol-1-yl)-2-methylpropanamide C1(CC1)COC1=C(C=CC(=C1)C(F)(F)F)NC(C(C)(C)N1N=CC(=C1)C#CC1CN(C1)C=1C=C2C(N(C(C2=CC1)=O)C1C(NC(CC1)=O)=O)=O)=O